ClC1=NC(=C(C(=N1)Cl)C(OC)OC)NNC1=C(C=C(C=C1C)OC(F)F)C 2,4-dichloro-6-(2-(4-(difluoromethoxy)-2,6-dimethylphenyl)hydrazino)-5-(dimethoxymethyl)pyrimidine